COC(CCC1=CC=C(C=C1)C#CC1=CC=C(C=C1)C1=CC(=NO1)CN1C(=NC=C1)[C@H](C)OC1OCCCC1)=O 3-(4-((4-(3-((2-((1S)-1-((tetrahydro-2H-pyran-2-yl)oxy)ethyl)-1H-imidazole-1-yl)methyl)isoxazol-5-yl)phenyl)ethynyl)phenyl)propionic acid methyl ester